(S)-4-(7-(cis-3-cyanocyclohexyl)-5-cyclopropyl-7H-pyrrolo[2,3-d]pyrimidin-4-yl)-3-methylpiperazine-1-carboxylic acid tert-butyl ester C(C)(C)(C)OC(=O)N1C[C@@H](N(CC1)C=1C2=C(N=CN1)N(C=C2C2CC2)[C@@H]2C[C@@H](CCC2)C#N)C